tert-butyl 2-(1-(4-(5-(difluoromethyl)-1,3,4-oxadiazol-2-yl)-2-fluorobenzyl)-1H-1,2,3-triazol-4-yl)-4,7-dihydrothieno[2,3-c]pyridine-6(5H)-carboxylate FC(C1=NN=C(O1)C1=CC(=C(CN2N=NC(=C2)C2=CC3=C(CN(CC3)C(=O)OC(C)(C)C)S2)C=C1)F)F